[Si](C)(C)(C(C)(C)C)OC[C@@H]1[C@H](C[C@H]2OC(C[C@H]21)=O)O (3as,4r,5s,6ar)-4-(((tert-butyldimethylsilyl)oxy)methyl)-5-hydroxyhexahydro-2H-cyclopenta[b]furan-2-one